Cl(=O)(=O)[O-].C(CCCCCCCCCCCCCCC)[N+](C)(C)C Cetyltrimethylammonium chlorate